The molecule is a 2-acyl-sn-glycero-3-phosphoethanolamine zwitterion obtained by transfer of a proton from the phosphate to the amino group of 2-(11R)-hydroxy-(5Z,8Z,12E,14Z)-icosatetraenoyl-sn-glycero-3-phosphoethanolamine; major species at pH 7.3. It is a tautomer of a 2-[(11R)-hydroxy-(5Z,8Z,12E,14Z)-icosatetraenoyl]-sn-glycero-3-phosphoethanolamine. CCCCC/C=C\\C=C\\[C@@H](C/C=C\\C/C=C\\CCCC(=O)O[C@H](CO)COP(=O)([O-])OCC[NH3+])O